2-[6-azaspiro[2.5]octan-1-yl]-N-[2-fluoro-4-(pyrazol-1-yl)phenyl]-1,6-naphthyridin-7-amine C1(CC12CCNCC2)C2=NC1=CC(=NC=C1C=C2)NC2=C(C=C(C=C2)N2N=CC=C2)F